C(C)C(=CCC(C(=O)O)(C(=O)O)CC=C)CC.C(C=C)C(C(=O)OCC)(C(=O)OCC)CC=C diethyl diallylmalonate (Diethyl Diallylmalonate)